O1N=C(C2=C1C=CC=C2)C2=C(C=CC=C2)[C@H](CC2=NC=CC=C2C)N[S@@](=O)C(C)(C)C (S)-N-{(S)-1-[2-(benzo[d]isoxazol-3-yl)phenyl]-3-methyl-2-(pyridin-2-yl)ethyl}-2-methylpropane-2-sulfinamide